5,10,15,20-tetrakis(4-hydroxyphenyl)-21h,23h-porphyrin OC1=CC=C(C=C1)C=1C2=CC=C(N2)C(=C2C=CC(C(=C3C=CC(=C(C=4C=CC1N4)C4=CC=C(C=C4)O)N3)C3=CC=C(C=C3)O)=N2)C2=CC=C(C=C2)O